N-[[2-bromo-6-[[3-(hydroxymethyl)-2-pyridinyl]thio]phenyl]methyl]-2-methyl-propane-2-sulfinamide BrC1=C(C(=CC=C1)SC1=NC=CC=C1CO)CNS(=O)C(C)(C)C